ClC(C(=O)NC=1C(=C(C=CC1)C1=C2C=C(NC2=C(C=C1)C(=O)N)C=1CCN(CC1)S(=O)(=O)C)C)CC 4-(3-(2-chlorobutanamido)-2-methylphenyl)-2-(1-(methylsulfonyl)-1,2,3,6-tetrahydropyridin-4-yl)-1H-indole-7-carboxamide